S1C(=NN=C1)S.[Na] Sodium 1,3,4-thiadiazole-2-thiol